C(C)(C)(C)C1=CC=NC=C1 L-4-t-butylpyridine